FC(C1=NN(C(=C1C(=O)N[C@@H](C)C1=CC=C(C(=O)OC)C=C1)OC1=CC(=C(C=C1)F)C(C)(C)O)C)F methyl (S)-4-(1-(3-(difluoromethyl)-5-(4-fluoro-3-(2-hydroxypropan-2-yl)phenoxy)-1-methyl-1H-pyrazole-4-carboxamido)ethyl)benzoate